NC1=NNC2=C1C(=NC=C2C=2C=1N(C=CN2)N=CC1)C1=CC=C(CNC(C2=C(C=CC(=C2)F)OC)=O)C=C1 N-(4-(3-amino-7-(pyrazolo[1,5-a]pyrazin-4-yl)-1H-pyrazolo[4,3-c]pyridin-4-yl)benzyl)-5-fluoro-2-methoxybenzamide